C(C)(C)(C)N=C(C)C1=NC=CC=C1 2-[1-(Tert-Butylimino)ethyl]pyridin